CN1N=C(C=C1C(F)(F)F)CC1CC2(CN(C2)C(=O)N2CC3(C2)CC(C3)C3=NC(=NN3)C3COC3)C1 [6-[[1-methyl-5-(trifluoromethyl)pyrazol-3-yl]methyl]-2-azaspiro[3.3]heptan-2-yl]-[6-[3-(oxetan-3-yl)-1H-1,2,4-triazol-5-yl]-2-azaspiro[3.3]heptan-2-yl]methanone